FC(C(C)NS(=O)C(C)(C)C)(C=C)F N-(3,3-difluoropent-4-en-2-yl)-2-methylpropane-2-sulfinamide